methyl N-{3-[4-(4-aminopiperidin-1-yl)-3-(3,5-difluorophenyl)quinolin-6-yl]-5-fluoropyridin-4-yl}carbamate NC1CCN(CC1)C1=C(C=NC2=CC=C(C=C12)C=1C=NC=C(C1NC(OC)=O)F)C1=CC(=CC(=C1)F)F